CC1=CC=C(C=C1)S(=O)(=O)OCCOCCOCCOCCOCCOCCNC1=C2C(N(C(C2=CC=C1)=O)C1C(NC(CC1)=O)=O)=O 17-((2-(2,6-dioxopiperidin-3-yl)-1,3-dioxoisoindolin-4-yl)amino)-3,6,9,12,15-pentaoxaheptadecyl 4-methylbenzenesulfonate